Benzyl 2-(((benzyloxy)carbonyl)amino)-4-chloro-4-oxobutanoate C(C1=CC=CC=C1)OC(=O)NC(C(=O)OCC1=CC=CC=C1)CC(=O)Cl